CN([C@H](CC(N)=O)C(=O)N[C@@H](C)C(=O)OCCOC1CN(CC1)C1=NC(=C(N=C1)C1=CC=CC=C1)C1=CC=CC=C1)C(C1=C(C=CC=C1)O)=O 2-((1-(5,6-diphenyl-pyrazin-2-yl)pyrrolidin-3-yl)oxy)ethanol methyl-(2-hydroxybenzoyl)-D-asparaginyl-L-alaninate